1-(8-(7-(4-ethylpiperazin-1-yl)-3H-imidazo[4,5-b]pyridin-5-yl)-2,8-diazaspiro[4.5]decan-2-yl)prop-2-en-1-one C(C)N1CCN(CC1)C1=C2C(=NC(=C1)N1CCC3(CCN(C3)C(C=C)=O)CC1)NC=N2